FC1=CC(=CC=C1)I 1-fluoro-3-iodobenzene